CC1(CCNO1)C(=O)OC methyl 5-methyl-1,2-oxazolidine-5-carboxylate